1-chloro-2-(chloromethyl)-3-methylbut-2-ene ClCC(=C(C)C)CCl